2-[3-(3-chloro-4-fluorophenyl)-1-[2-[[1-[2-(4-methylpiperazin-1-yl)-2-oxo-ethyl]pyrazol-4-yl]amino]-[1,2,4]triazolo[1,5-a]pyridin-8-yl]azetidin-3-yl]acetonitrile ClC=1C=C(C=CC1F)C1(CN(C1)C=1C=2N(C=CC1)N=C(N2)NC=2C=NN(C2)CC(=O)N2CCN(CC2)C)CC#N